ClCCCC=1C(=NC2=CC(=CC=C2C1)C1=NNC=C1)N 3-(3-chloropropyl)-7-(1H-pyrazol-3-yl)quinolin-2-amine